(S)-3-(5-((R)-2-chloro-4-fluoro-6-methoxyphenyl)quinolin-8-yl)-2-(2,6-dichlorobenzoylamino)propionic acid ClC1=C(C(=CC(=C1)F)OC)C1=C2C=CC=NC2=C(C=C1)C[C@@H](C(=O)O)NC(C1=C(C=CC=C1Cl)Cl)=O